C(C)(C)(C)OC(=O)N1[C@@H](CN(CC1)C=1C=NC(=CC1OC)N1C(=CC=C1C)C)C(O[SiH2]C(C)(C)C)(C)C (S)-2-(tert-butyl-dimethyl-silanyloxymethyl)-4-[6-(2,5-dimethyl-pyrrol-1-yl)-4-methoxypyridin-3-yl]-piperazine-1-carboxylic acid tert-butyl ester